N[C@@H]1CN(CC[C@H]1F)C1=NC2=C(N1CC1=NC=C(N=C1)C#N)C=CC(=C2)C#N 2-((3r,4r)-3-amino-4-fluoro-1-piperidinyl)-1-((5-cyano-2-pyrazinyl)methyl)-1H-benzoimidazole-5-carbonitrile